ClC1=CC(=NC(=C1)N1C(COCC1)CC)C(=O)NC=1C(=C(C(=O)O)C=CC1)C (4-chloro-6-(3-ethylmorpholino)picolinamido)2-methylbenzoic acid